Nitrophenol carbonate C1=CC=C(C(=C1)[N+](=O)[O-])OC(=O)O